OC1C(OC2=CC(=CC(=C2C1=O)O)C)(C1=CC(=C(C=C1)C)O)O 3,5,3'-trihydroxy-7,4'-dimethylhydroxyflavanone